C1NCC2CN(CCC21)CCCOC=2C(=C(C=CC2)C2=C(C(=CC=C2)C=2SC=1CN(CCC1N2)CCO)C)C 2-(2-(3'-(3-(hexahydro-1H-pyrrolo[3,4-c]pyridin-5(6H)-yl)propoxy)-2,2'-dimethyl-[1,1'-biphenyl]-3-yl)-6,7-dihydrothiazolo[5,4-c]pyridin-5(4H)-yl)ethanol